C(C)N1CCN(CC1)C1=CC=C(C=N1)NC1=NC(=NC=2C=NNC(C21)=O)N2CCC(CC2)CC#N 2-(1-(4-((6-(4-ethylpiperazin-1-yl)pyridin-3-yl)amino)-5-oxo-5,6-dihydropyrimido[4,5-d]pyridazin-2-yl)piperidin-4-yl)acetonitrile